ClC1=C(C=CC=C1Cl)N1CCN(CC1)CC[C@@H]1CC[C@H](CC1)N trans-4-(2-(4-(2,3-Dichlorophenyl)piperazin-1-yl)ethyl)cyclohexan-1-amine